FC(CC=1NC(=CN1)C(=O)OCC)(F)F ethyl 2-(2,2,2-trifluoroethyl)-1H-imidazole-5-carboxylate